O-(2-carboxypropan-2-yl)hydroxylammonium C(=O)(O)C(C)(C)O[NH3+]